4-(ethoxycarbonyl)phenylboronic acid C(C)OC(=O)C1=CC=C(C=C1)B(O)O